3-(1H-benzo[d]imidazol-1-yl)-2-(benzo[d]thiazol-2-yl)-6-(2-(benzo[d]thiazol-2-yl)-4-((tert-butyldimethylsilyl)oxy)phenoxy)-4-((tert-butyldimethylsilyl)oxy)phenol N1(C=NC2=C1C=CC=C2)C=2C(=C(C(=CC2O[Si](C)(C)C(C)(C)C)OC2=C(C=C(C=C2)O[Si](C)(C)C(C)(C)C)C=2SC1=C(N2)C=CC=C1)O)C=1SC2=C(N1)C=CC=C2